ClC=1C2=C(N=NC1C(=O)N[C@H]1COC3=C(C1)C(=CC(=C3C#N)N3CC1CCC(C3)N1)F)N(C=C2)CC chloro-N-[(3R)-8-cyano-7-[3,8-diazabicyclo[3.2.1]oct-3-yl]-5-fluoro-3,4-dihydro-2H-1-benzopyran-3-yl]-7-ethyl-7H-pyrrolo[2,3-c]pyridazine-3-carboxamide